2-[(2-fluoropropyl)amino]-5-[5-(2-oxo-1,2,3,4-tetrahydroquinolin-6-yl)-1,3,4-oxadiazol-2-yl]benzonitrile FC(CNC1=C(C#N)C=C(C=C1)C=1OC(=NN1)C=1C=C2CCC(NC2=CC1)=O)C